ClC=1C(=NC=C(C1)C)OCC(C)(C)NC(C[C@H]1N(CCC1)C)=O (S)-N-(1-((3-chloro-5-methylpyridin-2-yl)oxy)-2-methylpropan-2-yl)-2-(1-methylpyrrolidin-2-yl)acetamide